(S)-ethyl 8-(2-amino-6-((R)-1-(3'-(aminomethyl)-5-chloro-[1,1'-biphenyl]-2-yl)-2,2,2-trifluoroethoxy)pyrimidin-4-yl)-2,8-diazaspiro[4.5]decane-3-carboxylate NC1=NC(=CC(=N1)N1CCC2(C[C@H](NC2)C(=O)OCC)CC1)O[C@@H](C(F)(F)F)C1=C(C=C(C=C1)Cl)C1=CC(=CC=C1)CN